4-bromo-N-((trans)-4-ethoxycyclohexyl)-2-nitroaniline BrC1=CC(=C(N[C@@H]2CC[C@H](CC2)OCC)C=C1)[N+](=O)[O-]